2-chloro-3,5-di-t-butyltoluene ClC1=C(C)C=C(C=C1C(C)(C)C)C(C)(C)C